tert-Butyl (S)-3-((2-(1-(phenylsulfonyl)-4-(pyrazolo[1,5-b]pyridazin-3-yl)-1H-pyrrolo[2,3-b]pyridin-2-yl)ethyl)carbamoyl)piperidine-1-carboxylate C1(=CC=CC=C1)S(=O)(=O)N1C(=CC=2C1=NC=CC2C=2C=NN1N=CC=CC12)CCNC(=O)[C@@H]1CN(CCC1)C(=O)OC(C)(C)C